CN(C1=CC=C(C=C1)C=CC=1OC2=C(N1)C=CC=C2)C 2-[2-[4-(dimethylamino)phenyl]vinyl]benzoxazole